2-(6-{1-[(3R)-6-(4-ethylsulfonylaminopiperidin-1-yl)-2-methylhexane-3-yl]azetidin-3-yl}-3-methylimidazo[1,5-a]pyridin-8-yl)-N-ethyl-5-fluoro-N-(isopropyl)benzamide C(C)S(=O)(=O)NC1CCN(CC1)CCC[C@H](C(C)C)N1CC(C1)C=1C=C(C=2N(C1)C(=NC2)C)C2=C(C(=O)N(C(C)C)CC)C=C(C=C2)F